[6-[Bis(t-Butoxycarbonyl)amino]-1-t-Butoxycarbonyl-indol-2-yl]boronic acid C(C)(C)(C)OC(=O)N(C1=CC=C2C=C(N(C2=C1)C(=O)OC(C)(C)C)B(O)O)C(=O)OC(C)(C)C